N-methyl-N-(2-hydroxyethyl)-1,3-propylenediamine CN(CCCN)CCO